4-chloro-1-isopropylimidazo[4,5-c]pyridine-2-carboxylic acid ClC1=NC=CC2=C1N=C(N2C(C)C)C(=O)O